CN(C1(CCC2(CN(C(N2CC(C)C)=O)CC2=CC=C(C=C2)OC)CC1)C1=CC=CC=C1)C cis-8-dimethylamino-3-[(4-methoxyphenyl)-methyl]-1-(2-methyl-propyl)-8-phenyl-1,3-diazaspiro[4.5]decan-2-one